Methyl (1S,2R,4R)-2-[[(benzyloxy)carbonyl]amino]-4-hydroxycyclohexanecarboxylate C(C1=CC=CC=C1)OC(=O)N[C@H]1[C@H](CC[C@H](C1)O)C(=O)OC